[4-(4-Isopropylbenzylamino)-2-trifluoromethyl-phenyl]-carbamic acid propyl ester C(CC)OC(NC1=C(C=C(C=C1)NCC1=CC=C(C=C1)C(C)C)C(F)(F)F)=O